3-phenylpropa-2-en-1-one C1(=CC=CC=C1)C=CC=O